(5S)-5-[[(4-bromo-2-fluoro-6-methoxy-phenyl)methylamino]methyl]pyrrolidin-2-one BrC1=CC(=C(C(=C1)OC)CNC[C@@H]1CCC(N1)=O)F